N1=NN(C2=NC=CC=C21)C2=CC(=C(C(=O)N([C@H]1CN(CCC1)C(=O)OC(C)(C)C)C1=C(C(=O)OC)C=CC=N1)C=C2)F methyl (R)-2-(4-(3H-[1,2,3]triazolo[4,5-b]pyridin-3-yl)-N-(1-(tertbutoxycarbonyl)piperidin-3-yl)-2-fluorobenzamido)nicotinate